O1CCN(CC1)SN1CCOCC1 dimorpholino thioether